C(C)C=1C(NC=2C=C(C=NC2C1)C=O)=O 7-Ethyl-6-oxo-5,6-dihydro-1,5-naphthyridine-3-formaldehyde